methyl 4-[4-benzyloxy-2-(1,1-dimethyl-3-methylsulfinyl-propyl)-1-(4-fluorophenyl)indol-3-yl]benzoate C(C1=CC=CC=C1)OC1=C2C(=C(N(C2=CC=C1)C1=CC=C(C=C1)F)C(CCS(=O)C)(C)C)C1=CC=C(C(=O)OC)C=C1